C(=CCCCCCCCCC)O C1-undecenol